2-ethyl-3,6(s)-dimethylpyrazine C(C)C1=NC(=CN=C1C)C